BrC1=CN(C(C(=N1)NC=1C=CC(=C(C1)NC(OC(C)(C)C)=O)N1C(CN(CC1)C1CCOCC1)C(F)(F)F)=O)C tert-butyl N-[5-[(6-bromo-4-methyl-3-oxopyrazin-2-yl)amino]-2-[4-(oxan-4-yl)-2-(trifluoromethyl)piperazin-1-yl]phenyl]carbamate